FC1=CC(=C(N/C(=C/C(=O)OC)/C)C=C1)OC methyl (2E)-3-(4-fluoro-2-methoxyanilino)but-2-enoate